3-chloro-N-(3-hydroxyphenyl)sulfonyl-amide ClC1(CC(=CC=C1)S(=O)(=O)[NH-])O